N(=[N+]=[N-])CC(=O)C1OC2=C(C1)C=CC=C2 azido-1-(2,3-dihydrobenzofuran-2-yl)ethanone